3-cyclohexyl-N-(2-(4-ethyl-4,5-dihydrothiazol-2-yl)phenyl)-[1,2,4]triazolo[4,3-a]pyridine-8-carboxamide C1(CCCCC1)C1=NN=C2N1C=CC=C2C(=O)NC2=C(C=CC=C2)C=2SCC(N2)CC